C(#N)CCOP(CC(COC(CCCCCCCCCCCCCCCCC)=O)OC(CCCCCCCCCCCCCCCCC)=O)OCCNCCOCC(Cl)(Cl)Cl (2-cyanoethoxy)(trichloroethoxyethylaminoethoxy)(2,3-distearoyloxypropyl)phosphorus